Methyl-vinyl-cyclotetrasiloxane C[Si]1(O[SiH2]O[SiH2]O[SiH2]O1)C=C